BrC1=CC(=C(C=C1)S(=O)(=O)NC(C)(C)C)CBr 4-bromo-2-(bromomethyl)-N-tert-butylbenzene-1-sulfonamide